3,6-dithiaoctane CCSCCSCC